COC1=CC=CC(=N1)CN1CCN(CCN(CCN(CC1)CC(=O)O)CC(=O)O)CC(=O)O 2,2',2''-(10-((6-methoxypyridin-2-yl)methyl)-1,4,7,10-tetraazacyclododecane-1,4,7-triyl)triacetic acid